C(C1=CC=CC=C1)O[C@H]1[C@@H](O[C@@H]([C@H]1OCC1=CC=CC=C1)COCC1=CC=CC=C1)C(=S)\N=C(\C(=O)OCC)/N(C)C Ethyl (Z)-2-(((2R,3R,4R,5R)-3,4-bis(benzyloxy)-5-((benzyloxy)methyl)tetrahydrofuran-2-carbonothioyl)imino)-2-(dimethylamino)acetate